2-[4-(1-hydroxy-1-methylethyl)phenyl]-2H-indazole-7-carboxamide OC(C)(C)C1=CC=C(C=C1)N1N=C2C(=CC=CC2=C1)C(=O)N